FC=1C=2N(C=C(C1)NC(=O)C=1C=CC(=C3C=CN=NC13)N1CC(N(CC1)C(=O)OC(C)(C)C)C)C=C(N2)C tert-butyl 4-[8-([8-fluoro-2-methylimidazo[1,2-a]pyridin-6-yl] carbamoyl) cinnolin-5-yl]-2-methylpiperazine-1-carboxylate